COC(=O)C1=NC=C(C=C1SCC)C1=CN=C(N=N1)C1CC1 5-(3-cyclopropyl-1,2,4-triazin-6-yl)-3-(ethylsulfanyl)pyridine-2-carboxylic acid methyl ester